(+/-)-6-{[(trans)-4-(1-acetylpiperidin-4-yl)-2-methyl-1-(2-phenylethyl)piperidin-3-yl]Methoxy}-2,3-dihydro-1H-isoindol-1-one C(C)(=O)N1CCC(CC1)C1C(C(N(CC1)CCC1=CC=CC=C1)C)COC1=CC=C2CNC(C2=C1)=O